(5R)-9,9-dimethyl-8-oxo-2-{[4-(trifluoromethyl)-1,3-thiazol-2-yl]acetyl}-2-azaspiro[4.5]dec-6-ene-7-carbonitrile CC1(C(C(=C[C@]2(CCN(C2)C(CC=2SC=C(N2)C(F)(F)F)=O)C1)C#N)=O)C